COC(C(OS(=O)(=O)C1=CC=C(C)C=C1)C(C)(C)C)=O t-butyl-α-(p-toluenesulfonyloxy)-acetic acid methyl ester